4-(2-(6-(3-fluoro-2-methylphenyl)-1,1-dioxido-1,2,6-thiadiazinan-2-yl)acetamido)adamantan-1-carboxamide FC=1C(=C(C=CC1)N1CCCN(S1(=O)=O)CC(=O)NC1C2CC3(CC(CC1C3)C2)C(=O)N)C